OC=1C=C(CNC(CSC=2SC3=C(N2)C=C(C=C3)OC)=O)C=CC1O N-(3,4-dihydroxybenzyl)-2-((5-methoxybenzo[d]thiazol-2-yl)thio)acetamide